FC1=C(C(=CC2=C1C[C@@H](O2)CNCC2CC(C2)C2=CC=CC=C2)O)N2CC(N[SH2]2=O)=O 5-[(2R)-4-fluoro-6-hydroxy-2-({[(3-phenylcyclobutyl)methyl]amino}methyl)-2,3-dihydro-1-benzofuran-5-yl]-1λ6,2,5-thiadiazolidine-1,3-dione